O=C1C(O)=C([O-])[C@@H](O1)[C@H](O)CO D-ascorbate